OC=1C=CC=2C3(C4=CC=C(C=C4OC2C1)O)OC(C1=CC(=CC=C13)N=C=S)=O 3',6'-dihydroxy-5-isothiocyanato-3H-spiro[isobenzofuran-1,9'-xanthene]-3-one